C(#N)[C@H](C[C@H]1C(NCC1)=O)NC([C@H](CC(C)(C)C)NC(=O)C1=C(N2C(S1)=NC=C2C(F)(F)F)C)=O N-[(2S)-1-({(1S)-1-cyano-2-[(3S)-2-oxopyrrolidin-3-yl]ethyl}amino)-4,4-dimethyl-1-oxopentan-2-yl]-3-methyl-5-(trifluoromethyl)imidazo[2,1-b][1,3]thiazole-2-carboxamide